7,8-dichloro-6-(2,6-difluorophenyl)-4-methyl-2-methylsulfanyl-4H-[1,2,4]triazolo[1,5-a][1,4]benzodiazepine ClC1=C(C=CC2=C1C(=NC(C=1N2N=C(N1)SC)C)C1=C(C=CC=C1F)F)Cl